[Si](C)(C)(C(C)(C)C)O[C@H]1[C@@H](CCCC1)C1=CC=C(C#N)C=C1 4-((1s,2r)-2-((tert-butyldimethylsilyl)oxy)cyclohexyl)benzonitrile